(methylthio)-1,3,4-thiadiazole-2(3H)-thione CSN1C(SC=N1)=S